lithium 2-hydroxyethyl methacrylate phosphate P(=O)([O-])([O-])[O-].C(C(=C)C)(=O)OCCO.[Li+].[Li+].[Li+]